6-chloro-N-((2-(2,6-dioxopiperidin-3-yl)-1-oxoisoindolin-5-yl)methyl)-1H-indazole-3-carboxamide ClC1=CC=C2C(=NNC2=C1)C(=O)NCC=1C=C2CN(C(C2=CC1)=O)C1C(NC(CC1)=O)=O